C(C)(C)(C)N1C(C(C(CC1)=O)C(=O)OCC)=O ethyl 1-tert-butyl-2,4-dioxopiperidine-3-carboxylate